ClC1=CC(=NC=C1OC)C(C(F)(F)F)C1(CC1)N (1-(4-chloro-5-methoxypyridin-2-yl)-2,2,2-trifluoroethyl)cyclopropanamine